N[C@](COC=1C=CC(=NC1C(F)F)C1=CC(=NC=C1)NC(OC)=O)(CC1CC1)C Methyl (S)-(5-(2-amino-3-cyclopropyl-2-methylpropoxy)-6-(difluoromethyl)-[2,4'-bipyridin]-2'-yl)carbamate